4-(3-(4'-(diphenylamino)-[1,1'-biphenyl]-4-yl)imidazo[1,5-a]pyridin-1-yl)-1-methylpyridin-1-ium iodide salt [I-].C1(=CC=CC=C1)N(C1=CC=C(C=C1)C1=CC=C(C=C1)C1=NC(=C2N1C=CC=C2)C2=CC=[N+](C=C2)C)C2=CC=CC=C2